COC(=O)C=1N(C=C(C(C1OCC1=CC=CC=C1)=O)C(NCC1=C(C=C(C=C1F)F)F)=O)[C@H]1CCC2=C(NC1)C(=CC=C2)F (S)-3-(benzyloxy)-1-(9-fluoro-2,3,4,5-tetrahydro-1H-benzo[b]azepin-3-yl)-4-oxo-5-((2,4,6-trifluorobenzyl)carbamoyl)-1,4-dihydropyridine-2-carboxylic acid methyl ester